CC1(CCC(O1)C1=C(C=C(C=C1)F)C(C(=O)OC(C)(C)C)N1C[C@@H](CC1)OCCCCC1=NC=2NCCCC2C=C1)C tert-butyl 2-(2-(5,5-dimethyltetrahydrofuran-2-yl)-5-fluorophenyl)-2-((R)-3-(4-(5,6,7,8-tetrahydro-1,8-naphthyridin-2-yl)butoxy)pyrrolidin-1-yl)acetate